2-[1-[2-(4,4-Dimethyl-1-piperidyl)-6-methyl-4-oxo-chromen-8-yl]ethylamino]-4-fluoro-5-methyl-benzoic acid CC1(CCN(CC1)C=1OC2=C(C=C(C=C2C(C1)=O)C)C(C)NC1=C(C(=O)O)C=C(C(=C1)F)C)C